Boc-4-(aminomethyl)piperidine C(=O)(OC(C)(C)C)N1CCC(CC1)CN